OC1=C(C=C(C(=O)OC)C=C1[N+](=O)[O-])OC methyl 4-hydroxy-3-methoxy-5-nitro-benzoate